C(C)(C)(C)N1C=C2C(CC1)=NC(S2)C 5-(tert-Butyl)-2-methyl-6,7-dihydrothiazolo[5,4-c]pyridine